N-{[2-fluoro-5-(trifluoromethyl)phenyl]methyl}-5-[2-(2-hydroxyacetamido)imidazo[1,2-b]pyridazin-6-yl]-2,6-dimethylpyridine-3-carboxamide FC1=C(C=C(C=C1)C(F)(F)F)CNC(=O)C=1C(=NC(=C(C1)C=1C=CC=2N(N1)C=C(N2)NC(CO)=O)C)C